COC=1C(=C(C(=O)O)C=CC1)[N+](=O)[O-] 3-methoxy-2-nitrobenzoic acid